C(C)[Si](C1=CC=C(C=C1)C(=C)C1=CC=C(C=C1)[SiH](C)C)(OC(C)C)CC 1-[4-(diethylisopropoxysilyl)phenyl]-1-(4'-dimethylsilylphenyl)ethylene